[Cl-].C1(=CC=CC=C1)C(C(=O)OC1CC2CCC(C1)[N+]21CCCC1)(OC(CCCCCCCCCCCC)=O)C1=CC=CC=C1 3-(2,2-diphenyl-2-(tridecanoyloxy)acetoxy)spiro[bicyclo[3.2.1]octane-8,1'-pyrrolidin]-8-ium chloride